NC1=C(C(=O)N/N=C/C2=C(N(C3=CC=CC=C23)CCOC2=CC=C(C=C2)OC)C)C=CC=C1 (E)-2-amino-N'-((1-(2-(4-methoxyphenoxy)ethyl)-2-methyl-1H-indol-3-yl)methylene)benzoyl-hydrazine